ClC1=CC=C(C=C1)C=1C2=C(C(N(N1)C=1C=NC(=CC1)NC1COC1)=O)N=C(C(=C2)C)C 5-(4-chlorophenyl)-2,3-dimethyl-7-[6-(oxetan-3-ylamino)-3-pyridyl]pyrido[2,3-d]pyridazin-8-one